5,7-dimethyl-2-[(4-methyl-5-phenyl-1,2,4-triazol-3-yl)sulfanylmethyl]-1H-quinolin-4-one CC1=C2C(C=C(NC2=CC(=C1)C)CSC1=NN=C(N1C)C1=CC=CC=C1)=O